C(C)(C)(C)N1C(OC(=C1)[C@@H]1NCCC1)=O tert-butyl-(R)-5-(pyrrolidin-2-yl)oxazol-2(3H)-one